ClC=1C2=C(N=C(N1)C(=O)OC)CCC2 methyl 4-chloro-6,7-dihydro-5H-cyclopenta[d]pyrimidine-2-carboxylate